C(CC)O[Si]([O-])([O-])[O-] normal propylorthosilicate